C[N+](CCS(=O)(=O)O)(CCOC(C(=C)C)=O)C dimethyl-(2-methacryloyloxyethyl)(2-sulfoethyl)ammonium